FC(C=1C=C(C=CC1)C1=NOC(=N1)[C@H](C)NC(OC(C)(C)C)=O)F tert-butyl N-[(1S)-1-[3-[3-(difluoromethyl)phenyl]-1,2,4-oxadiazol-5-yl]ethyl]carbamate